2-cyano-N-(8,9-difluoro-6-oxo-1,4,5,6-tetrahydro-2H-pyrano[3,4-c]isoquinolin-1-yl)-N-methyl-4H-thieno[3,2-b]pyrrole-5-carboxamide C(#N)C1=CC=2NC(=CC2S1)C(=O)N(C)C1COCC=2NC(C=3C=C(C(=CC3C21)F)F)=O